2-methacryloylthio-n-pentylthio-5-isopropylthio-1,3,4-thiadiazole C(C(=C)C)(=O)SC(CSC=1SC(=NN1)SC(C)C)CCC